CC(C=C)CC(C)(C)C 3,5,5-trimethyl-hexene